COC=1C=C(CN(C2=CC=C(C=C2)OCC2=CC(=CC=C2)OC)CC2=CC(=CC=C2)OC)C=CC1 N,N-bis(3-methoxybenzyl)-4-((3-methoxybenzyl)oxy)aniline